1-hydroxyethane-1,1-diphosphonate OC(C)(P([O-])(=O)[O-])P([O-])(=O)[O-]